[Cl-].[Cl-].C(C)C(CC)(CC)C1(C=CC=C1)[Zr+2]C1(C=CC=C1)C(CC)(CC)CC bis((3-ethylpentan-3-yl)cyclopentadienyl)zirconium dichloride